(5S)-5-(aminooxymethyl)pyrrolidin-2-one tert-butyl-N-ethyl-N-(piperidin-4-yl)carbamate C(C)(C)(C)OC(N(C1CCNCC1)CC)=O.NOC[C@@H]1CCC(N1)=O